ClC1=CC=C(C=N1)C=1C=C(C=CC1)[C@H](C)NC(C=CC1=NC=CC=C1)=O (S)-N-{1-[3-(6-Chloro-pyridin-3-yl)-phenyl]-ethyl}-3-pyridin-2-yl-acrylamide